COC1=CC=C(C=C1)CN(S(=O)(=O)C1CC1)C1=CC(=NC=C1)C1NC(COC1)=O N-[(4-methoxyphenyl)methyl]-N-[2-(5-oxomorpholin-3-yl)pyridin-4-yl]cyclopropanesulfonamide